CC1C(CCCC1)(CO)CO 2-methyl-1,1-cyclohexanedimethanol